4-oxo-5-(2-phenylpyridin-4-yl)-4,5-dihydro-3H-1-thia-3,5,8-triazaacenaphthylene-2-carboxamide O=C1NC2=C(SC=3N=CC=C(N1C1=CC(=NC=C1)C1=CC=CC=C1)C32)C(=O)N